C(#N)CCC1=CC=CC=C1 Cyanoethyl-benzene